5-Fluoro-4-(3-isopropyl-2,6-dimethyl-3H-thieno[2,3-d]imidazol-5-yl)pyrimidin-2-amine FC=1C(=NC(=NC1)N)C1=C(C2=C(N(C(=N2)C)C(C)C)S1)C